2-(4-chloro-2-fluorophenyl)-3,5-dimethyl-1-phenyl-2,3-dihydropyridin-4(1H)-one ClC1=CC(=C(C=C1)C1N(C=C(C(C1C)=O)C)C1=CC=CC=C1)F